imidazo[1,2-b]pyridazine-6-carboxylate N=1C=CN2N=C(C=CC21)C(=O)[O-]